ClC=1C(=CC(=NC1)F)C1=NC(=CC=C1)NCC1=CC(=CC=C1)F 5'-chloro-2'-fluoro-N-(3-fluorobenzyl)-[2,4'-bipyridine]-6-amine